2,4-dibromo-6-fluoroaniline BrC1=C(N)C(=CC(=C1)Br)F